OC1[C@H](N)[C@@H](O)[C@H](O)[C@H](O1)C quinovosamine